2-[3-[cyclobutylmethyl-(methyl)amino]propyl]isothiourea C1(CCC1)CN(CCCSC(N)=N)C